BrCCCCN1CCN(CC1)C1=NC=CC=N1 1-(4-bromobutyl)-4-(2-pyrimidinyl)-piperazine